C(CCC)C1=NC2=C3N=CC=CC3=CC=C2C=C1 2-butyl-1,10-phenanthroline